7-fluoro-1,5-naphthyridin-2(1H)-one FC1=CN=C2C=CC(NC2=C1)=O